rac-tert-butyl N-[3-ethyl-5-[[2-[(2R,5S)-5-methyl-2-(4-Thiazol-2-Ylphenyl)-1-piperidyl]-2-oxo-acetyl]amino]-2-pyridyl]carbamate C(C)C=1C(=NC=C(C1)NC(C(=O)N1[C@H](CC[C@@H](C1)C)C1=CC=C(C=C1)C=1SC=CN1)=O)NC(OC(C)(C)C)=O |r|